C(C)(=O)N1C[C@H](N([C@H](C1)C)C1=NN(C(=C1C1=C2C=NNC2=CC(=C1Cl)C)C)C1CC2(CN(C2)C(C=C)=O)C1)C 1-(6-(3-((2R,6S)-4-Acetyl-2,6-dimethylpiperazin-1-yl)-4-(5-chloro-6-methyl-1H-indazol-4-yl)-5-methyl-1H-pyrazol-1-yl)-2-azaspiro[3.3]heptan-2-yl)prop-2-en-1-one